tert-Butyl 4-[3-[[2-[[2-chloro-6-[3-[2-[1-(trifluoromethyl)cyclopropyl]ethoxy]pyrazol-1-yl]pyridine-3-carbonyl]sulfamoyl]-4-pyridyl]amino]propyl]-2,2-dimethyl-pyrrolidine-1-carboxylate ClC1=NC(=CC=C1C(=O)NS(=O)(=O)C1=NC=CC(=C1)NCCCC1CC(N(C1)C(=O)OC(C)(C)C)(C)C)N1N=C(C=C1)OCCC1(CC1)C(F)(F)F